N-(3-chloro-4-fluorophenyl)-N'-[2-(difluoromethoxy)phenyl]thiourea ClC=1C=C(C=CC1F)NC(=S)NC1=C(C=CC=C1)OC(F)F